N1N=NN=C1C1=C(C=CC=C1)C1=NC(=CC(=C1)NC(CC1=CC=C(C=C1)OC(F)(F)F)=O)N(CC(C)C)CC1=CC=CC=C1 N-(2-(2-(1H-tetrazol-5-yl)phenyl)-6-(benzyl(isobutyl)amino)pyridin-4-yl)-2-(4-(trifluoromethoxy)phenyl)acetamide